NC1=C(SC2=NC(=CC(=C21)C)C)C(=O)NC2CC=1C=C(C(=NC1CC2)N2CC(C(C2)OC(C)C)N)F 3-amino-N-{2-[3-amino-4-(propan-2-yloxy)pyrrolidin-1-yl]-3-fluoro-5,6,7,8-tetrahydroquinolin-6-yl}-4,6-dimethylthieno[2,3-b]pyridine-2-carboxamide